C(C)(C)(C)OC(NC(C(=O)NC=1C=NC=CC1NC1=NC=C(C=C1)Cl)C)=O [1-({4-[(5-chloropyridin-2-yl)amino]pyridin-3-yl}amino)-1-oxopropan-2-yl]carbamic acid tert-butyl ester